The molecule is a galactoglycerolipid that consists of 1,2-diacyl-sn-glycerol having two (7Z,10Z)-hexadecadienoyl as the acyl groups and a beta-D-galactopyranosyl residue attached at position 3. It has been found in Daphnia pulex and exhibits cytotoxic activity. It has a role as a Daphnia pulex metabolite and an antineoplastic agent. It is a monosaccharide derivative and a beta-D-galactopyranosyl diglyceride. CCCCC/C=C\\C/C=C\\CCCCCC(=O)OC[C@H](CO[C@H]1[C@@H]([C@H]([C@H]([C@H](O1)CO)O)O)O)OC(=O)CCCCC/C=C\\C/C=C\\CCCCC